C(C)SCCCC(=O)O 4-(ETHYLSULFANYL)BUTANOIC ACID